[Si](C1=CC=CC=C1)(C1=CC=CC=C1)(C(C)(C)C)OCC[C@@H]1CN(CCN1C(=O)C1=C(C=C2C=C(C(=NC2=C1)OC)C)F)C(=O)OC(C)(C)C tert-butyl (R)-3-(2-((tert-butyldiphenylsilyl)oxy)ethyl)-4-(6-fluoro-2-methoxy-3-methylquinoline-7-carbonyl)piperazine-1-carboxylate